CC(C1=CC=CC=C1)N (+/-)-α-methylbenzylamine